COC(=O)C1(C(C2=CC=CC=C2C1)=O)O 2,3-dihydro-2-hydroxy-1-oxo-1H-indene-2-carboxylic acid methyl ester